N[C@H]1[C@@H](OCCC1)C1=C(C2=NC(=CC(=C2S1)NCC=1OC=CC1)Cl)Cl 2-((2R,3R)-3-aminotetrahydro-2H-pyran-2-yl)-3,5-dichloro-N-(furan-2-ylmethyl)thieno[3,2-b]pyridin-7-amine